O.C(CCCCCCCCCCCCCCCCC)(=O)[O-].[Li+].[Ca+2].C(CCCCCCCCCCCCCCCCC)(=O)[O-].C(CCCCCCCCCCCCCCCCC)(=O)[O-] calcium lithium stearate, hydrate